C(CCCCCCCCC=C)(=O)NCCC[N+](C)(C)CC 3-(Undec-10-enamido)-N-ethyl-N,N-dimethylpropan-1-aminium